COC1=C(C=CC(=C1)C(NC)=O)NCC#CC=1N(C2=CC=CC(=C2C1)NC1CCN(CC1)CCC(=O)O)CC(F)(F)F 3-(4-((2-(3-((2-Methoxy-4-(methylcarbamoyl)phenyl)amino)prop-1-yn-1-yl)-1-(2,2,2-trifluoroethyl)-1H-indol-4-yl)amino)piperidin-1-yl)propanoic acid